[I-].BrC=1C=C(C=CC1C)C(C[N+]1=CC=CC=C1)=O 1-(2-(3-bromo-4-methylphenyl)-2-oxoethyl)pyridin-1-ium iodide